C(N)(=O)CC[C@@H](C(=O)O)NC(=O)C1=CC(=C(C=C1)NCC#CC=1N(C2=CC=CC(=C2C1)N[C@H]1[C@H](CN(CC1)C)F)CC(F)(F)F)OC (2S)-4-carbamoyl-2-[(4-{[3-(4-{[(3S,4R)-3-fluoro-1-methylpiperidin-4-yl]amino}-1-(2,2,2-trifluoroethyl)-1H-indol-2-yl)prop-2-yn-1-yl]amino}-3-methoxyphenyl)formamido]butanoic acid